1H-1,4-diazepin N1C=CN=CC=C1